Sodium cyclohexylamine C1(CCCCC1)N.[Na]